C(N)(=N)N1CCN(CC1)C1=C(C=C(C(=O)NC2=CC=C(C=C2)N2CCN(CC2)C(N)=N)C=C1)C 4-(4-carbamimidoylpiperazin-1-yl)-N-(4-(4-carbamimidoylpiperazin-1-yl)phenyl)-3-methylbenzamide